Tert-butyl 6-(4-(5,6-dichloro-1-(tetrahydro-2H-pyran-2-yl)-1H-indazol-4-yl)-3-(2,2-dimethylpiperazin-1-yl)-5-methyl-1H-pyrazol-1-yl)-2-azaspiro[3.3]heptane-2-carboxylate ClC=1C(=C2C=NN(C2=CC1Cl)C1OCCCC1)C=1C(=NN(C1C)C1CC2(CN(C2)C(=O)OC(C)(C)C)C1)N1C(CNCC1)(C)C